n-decyl-t-butyl ether C(CCCCCCCCC)OC(C)(C)C